2,5-dibromo-α-methylstyrene BrC1=C(C(=C)C)C=C(C=C1)Br